tert-butyl (2s,5r)-4-(2-methoxy-1-(5-(trifluoromethyl) pyridin-2-yl) ethyl)-2,5-dimethylpiperazine-1-carboxylate COCC(C1=NC=C(C=C1)C(F)(F)F)N1C[C@@H](N(C[C@H]1C)C(=O)OC(C)(C)C)C